C(C)NC=1SC(=CN1)C1=NC(=NC=C1C(F)(F)F)NC1CCN(CC1)S(=O)(=O)C N-ethyl-5-[2-[(1-methylsulfonylpiperidin-4-yl)amino]-5-(trifluoromethyl)pyrimidin-4-yl]-1,3-thiazol-2-amine